((3-amino-5-oxo-4,5-dihydro-1,2,4-triazin-6-yl)methyl)tetrahydrofuran-3-carboxamide NC1=NN=C(C(N1)=O)CC1OCCC1C(=O)N